C(C)C1=NC(=NO1)C=1C=C2CC[C@H](C2=CC1)NC(OCC1CC1)=O cyclopropylmethyl (R)-(5-(5-ethyl-1,2,4-oxadiazol-3-yl)-2,3-dihydro-1H-inden-1-yl)carbamate